C(#N)C(CC1=CC(NC2=CC=CC=C12)=O)NC(=O)[C@H](CC(C)C)N1C(=CC2=C(C=CC=C12)OC)C(=O)N (1S)-1-[[1-cyano-2-(2-oxo-1H-quinolin-4-yl)ethyl]carbamoyl]-3-methyl-butyl-4-methoxy-1H-indole-2-carboxamide